N-(Difluoromethylsulfonyl)-2-[1-(2-isoindolin-2-yl-6-methyl-4-oxo-chromen-8-yl)ethylamino]benzamide FC(S(=O)(=O)NC(C1=C(C=CC=C1)NC(C)C=1C=C(C=C2C(C=C(OC12)N1CC2=CC=CC=C2C1)=O)C)=O)F